ClC=1C2=C(C(=NC1)C)CC(C2)NC(OCC[Si](C)(C)C)=O 2-Trimethylsilylethyl N-(4-chloro-1-methyl-6,7-dihydro-5H-cyclopenta[c]pyridin-6-yl)carbamate